2-methyl-1,6-naphthyridine-3-carboxylic acid CC1=NC2=CC=NC=C2C=C1C(=O)O